ClC1=C(C=CC(=C1)C#N)N1C=NC(=C1)C1=NC(=NC=C1C#N)NC1CCN(CC1)S(=O)(=O)C (1-(2-chloro-4-cyanophenyl)-1H-imidazol-4-yl)-2-((1-(methylsulfonyl)piperidin-4-yl)amino)pyrimidine-5-carbonitrile